4-nitrophenyl-semicarbazide [N+](=O)([O-])C1=CC=C(C=C1)NNC(=O)N